2-methyl-4-((3-phenethyl-3-(tetrahydrofuran-2-yl)pyrrolidin-1-yl)methyl)thiazole CC=1SC=C(N1)CN1CC(CC1)(C1OCCC1)CCC1=CC=CC=C1